ClC1=NN2C(C(=N1)NC=1N=CN(C1)C1=CC=C(C=C1)F)=CC=C2 2-chloro-N-(1-(4-fluorophenyl)-1H-imidazol-4-yl)pyrrolo[2,1-f][1,2,4]triazin-4-amine